C1(=CC=C(C=C1)OCCCCCCCCO[C@@H]1[C@H](C(O[C@@H]([C@H]1O)CO)O)O)C1=CC=CC=C1 (3R,4S,5R,6R)-4-((8-([1,1'-biphenyl]-4-yloxy)octyl)oxy)-6-(hydroxymethyl)tetrahydro-2H-pyran-2,3,5-triol